O[C@H]1C[C@@H](N(C1)C(=O)[C@H](C(C)(C)C)N1N=NC(=C1)CC1(OCCC1)C(=O)OCC)C(NC)=O ethyl 2-[[1-[(1S)-1-[(2R,4S)-4-hydroxy-2-(methylcarbamoyl)pyrrolidine-1-carbonyl]-2,2-dimethyl-propyl]triazol-4-yl]methyl]tetrahydrofuran-2-carboxylate